(±)-cis-N-[8-chloro-6-(4-methoxy-3-pyridyl)-3-isoquinolyl]-2-fluoro-cyclopropanecarboxamide ClC=1C=C(C=C2C=C(N=CC12)NC(=O)[C@H]1[C@H](C1)F)C=1C=NC=CC1OC |r|